3-bromo-1-(Oxacyclohex-4-yl)pyrazole-4-carboxylic acid ethyl ester C(C)OC(=O)C=1C(=NN(C1)C1CCOCC1)Br